bis(n-hexylamine) terephthalate salt C(C1=CC=C(C(=O)O)C=C1)(=O)O.C(CCCCC)N.C(CCCCC)N